5-(5-(3-(2-aminoethoxy)naphthalen-2-yl)-1H-pyrazol-3-ylamino)pyrazine-2-carbonitrile NCCOC=1C(=CC2=CC=CC=C2C1)C1=CC(=NN1)NC=1N=CC(=NC1)C#N